dichloro(pentamethylcyclopentadienyl)cobalt (III) Cl[Co](C1(C(=C(C(=C1C)C)C)C)C)Cl